N,N,N-trimethylethanaminium chloride [Cl-].C[N+](CC)(C)C